1-(3-(Piperazin-1-yl)-1H-indol-6-yl)dihydropyrimidine-2,4(1H,3H)-dione N1(CCNCC1)C1=CNC2=CC(=CC=C12)N1C(NC(CC1)=O)=O